1-(2-((tert-butoxycarbonyl)amino)ethyl)cyclopropane-1-carboxylic acid C(C)(C)(C)OC(=O)NCCC1(CC1)C(=O)O